4-(N-(3-(tert-butyl)-5-cyclopropylbenzyl)-2-(N-(2-chloro-4-fluorobenzyl)-(2,3,4,5,6-pentafluorophenyl)sulfonamido)acetamido)-2-(trifluoromethyl)benzoic acid C(C)(C)(C)C=1C=C(CN(C(CN(S(=O)(=O)C2=C(C(=C(C(=C2F)F)F)F)F)CC2=C(C=C(C=C2)F)Cl)=O)C2=CC(=C(C(=O)O)C=C2)C(F)(F)F)C=C(C1)C1CC1